racemic-1-(4-bromophenyl)ethanol BrC1=CC=C(C=C1)[C@@H](C)O |r|